quinoxalin-2-ol N1=C(C=NC2=CC=CC=C12)O